NC1=NC=CC=C1C1=NC=2C(=NC=CC2)N1C1=CC=C(CN2CCC(CC2)OC2=CC=CC(=N2)C#N)C=C1 6-((1-(4-(2-(2-Aminopyridin-3-yl)-3H-imidazo[4,5-b]pyridin-3-yl)benzyl)piperidin-4-yl)oxy)picolinonitrile